C(C)(C)C1=C(C=C(C=C1O)\C=C\C=1SC=C(C1)C1=CC=CC=C1)O (E)-2-isopropyl-5-[2-(4-phenylthiophen-2-yl)vinyl]-benzene-1,3-diol